O=S1(C[C@@H](C=C1)NC(=O)C=1C(NC(=C(C1)C=O)C1=CC=CC=C1)=O)=O (R)-N-(1,1-dioxido-2,3-dihydrothiophen-3-yl)-5-formyl-2-oxo-6-phenyl-1,2-dihydropyridine-3-carboxamide